C(C)NS(=O)(=O)C1=C(C=CC=C1)B(O)O 2-(N-ETHYLSULFAMOYL)PHENYLBORONIC ACID